C(C)(C)(C)OC(C(CC1=CC(=C(C=C1)F)Br)(C)C)=O 3-(3-bromo-4-fluorophenyl)-2,2-dimethylpropionic acid tert-butyl ester